O=C1N(CCC(N1)=O)C1=C(C=C(CN2CCN(CC2)CC2=CC3=C(N(C(=N3)NC(C3=CC(=CC=C3)C(F)(F)F)=O)C3CCC(CC3)CO)C=C2)C=C1)F N-(5-((4-(4-(2,4-dioxotetrahydropyrimidin-1(2H)-yl)-3-fluorobenzyl)piperazin-1-yl)methyl)-1-((1s,4s)-4-(hydroxymethyl)cyclohexyl)-1H-benzo[d]imidazol-2-yl)-3-(trifluoromethyl)benzamide